6-(3-Bromo-6-chloro-2-pyridyl)-2-oxa-6-azaspiro[3.3]heptane BrC=1C(=NC(=CC1)Cl)N1CC2(COC2)C1